ClC1=CC=C2C(=N1)NC=C2S(=O)(=O)NC2=C(C=C(C(=C2)F)Cl)F 6-chloro-N-(4-chloro-2,5-difluorophenyl)-1H-pyrrolo[2,3-b]pyridine-3-sulfonamide